2-[1-[2-[4-[4-(3-fluoro-2,6-dioxo-3-piperidyl)phenyl]-1-piperidyl]-2-oxo-ethyl]-4-piperidyl]-7-isopropoxy-N-pyrazolo[1,5-a]pyrimidin-3-yl-imidazo[1,2-a]pyridine-6-carboxamide FC1(C(NC(CC1)=O)=O)C1=CC=C(C=C1)C1CCN(CC1)C(CN1CCC(CC1)C=1N=C2N(C=C(C(=C2)OC(C)C)C(=O)NC=2C=NN3C2N=CC=C3)C1)=O